para-cumyl-phenoxymethylene glycol ethyl-1-isopropyl-2,4-dioxo-3-phenyl-1,2,3,4-tetrahydropyrimidine-5-carboxylate C(C)C1=C(C(N(C(N1C(C)C)=O)C1=CC=CC=C1)=O)C(=O)OC(OC1=CC=C(C=C1)C(C)(C)C1=CC=CC=C1)O